C(=C)C=1C=C2CC[C@@H](N(C2=CN1)S(=O)(=O)C=1C=CC(=C(C(=O)OC)C1)OCC1CCOCC1)C methyl (S)-5-((6-vinyl-2-methyl-3,4-dihydro-1,7-naphthyridin-1(2H)-yl)sulfonyl)-2-((tetrahydro-2H-pyran-4-yl)methoxy)benzoate